(2S)-2-(5-bromo-2-fluorophenoxy)-3-[(tert-butyldimethylsilyl)oxy]propyl methanesulfonate CS(=O)(=O)OC[C@H](CO[Si](C)(C)C(C)(C)C)OC1=C(C=CC(=C1)Br)F